C(C1=C(C=C(C(=C1)OC)O)C)C1=C(C=C(C(=C1)OC)O)C 5,5'-methylenebis(4-methyl-guaiacol)